(2S)-2-[2,3-bis[(2-chlorophenyl)methoxy]phenyl]-2-hydroxyacetic acid ClC1=C(C=CC=C1)COC1=C(C=CC=C1OCC1=C(C=CC=C1)Cl)[C@@H](C(=O)O)O